methyl (1R,4R)-4-(4-hydroxy-2-methylpyrido[3,4-d]pyrimidin-6-yl)cyclohexane-1-carboxylate OC=1C2=C(N=C(N1)C)C=NC(=C2)C2CCC(CC2)C(=O)OC